NC1=C(C=C(C=C1C(=O)N)\C=C\C1=CC(=CC=C1)Br)C1=CC=C(C=C1)S(N)(=O)=O (E)-2-amino-5-(3-bromostyryl)-4'-sulfamoyl-[1,1'-biphenyl]-3-carboxamide